N-[8-amino-7-(7-fluoro-1H-indazol-4-yl)-9-oxo-10H-1,10-phenanthrolin-5-yl]methanesulfonamide NC1=C(C2=CC(=C3C=CC=NC3=C2NC1=O)NS(=O)(=O)C)C1=C2C=NNC2=C(C=C1)F